C(C)(C)(C)OC(=O)N1CCC(CC1)CN1CCC(CC1)N1CCN(CC1)C1=C(C=C(C(=C1)OC)[N+](=O)[O-])C=1C=NN(C1)C 4-((4-(4-(5-methoxy-2-(1-methyl-1H-pyrazol-4-yl)-4-nitrophenyl)piperazin-1-yl)piperidin-1-yl)methyl)piperidine-1-carboxylic acid tert-butyl ester